4-Cyclopropyl-2-methoxy-N-phenethyl-1H-imidazole-1-carboxamide C1(CC1)C=1N=C(N(C1)C(=O)NCCC1=CC=CC=C1)OC